(1R,2S,5S)-3-(2-(3-acetyl-5-(2-(hydroxymethyl)pyrimidin-5-yl)-7-methyl-1H-indazol-1-yl)acetyl)-N-(6-bromo-3-chloropyridin-2-yl)-3-azabicyclo[3.1.0]hexane-2-carboxamide C(C)(=O)C1=NN(C2=C(C=C(C=C12)C=1C=NC(=NC1)CO)C)CC(=O)N1[C@@H]([C@@H]2C[C@@H]2C1)C(=O)NC1=NC(=CC=C1Cl)Br